ClC=1C=NC(=NC1)[C@H]([C@H](C)S(=O)(=O)NC1=NN=C(N1C=1C(=NC=NC1OC)OC)[C@@H]1[C@H](CC1)C(F)F)C (2S,3R)-3-(5-chloropyrimidin-2-yl)-N-(5-((1S,2S)-2-(difluoromethyl)cyclobutyl)-4-(4,6-dimethoxypyrimidin-5-yl)-4H-1,2,4-triazol-3-yl)butane-2-sulfonamide